CC=1NC=C(C1C(=O)[O-])C 2,4-dimethylpyrrole-3-carboxylate